5-fluoro-N1-(1H-imidazol-4-ylmethyl)benzene-1,3-diamine FC=1C=C(C=C(C1)NCC=1N=CNC1)N